butylene glycol dinonanoate C(CCCCCCCC)(=O)OCCCCOC(CCCCCCCC)=O